N-(4-((2-(1,1-difluoroethyl)-6-isopropylpyrimidin-4-yl)amino)-5-(ethoxy-1,1-d2)pyridin-2-yl)acetamide FC(C)(F)C1=NC(=CC(=N1)NC1=CC(=NC=C1OC(C)([2H])[2H])NC(C)=O)C(C)C